FC1=C(C(=CC=C1)F)C1=N[C@H](C2=NN=C(N2C=2SC=3CC(C(CCC3C12)F)F)C)C (7S)-9-(2,6-difluorophenyl)-14,15-difluoro-3,7-dimethyl-18-thia-2,4,5,8-tetrazatetracyclo[8.8.0.02,6.011,17]octadeca-1(10),3,5,8,11(17)-pentaene